[5,5'-bipyrimidin]-2(1H)-one N1C(N=CC(=C1)C=1C=NC=NC1)=O